N1C(=NC2=C1C=CC=C2)NC(=O)NC2=C(C=CC=C2)I 1-(1H-benzo[d]imidazol-2-yl)-3-(2-iodophenyl)urea